C1(=CC=C2C=CC3=C(C=CC4=CC=C1C2=C34)B(O)O)B(O)O pyrene-1,6-diyldiboronic acid